N-ethyl-N-(2-fluorobenzyl)-2,2-dimethylbutyramide C(C)N(C(C(CC)(C)C)=O)CC1=C(C=CC=C1)F